C1(CCCC1)NC1=NC=NC=C1COC1=CC=C(C=C1)C=1C=C(C(NC1C(F)(F)F)=O)C(=O)N 5-(4-((4-(cyclopentylamino)pyrimidin-5-yl)methoxy)phenyl)-2-oxo-6-(trifluoromethyl)-1,2-dihydropyridine-3-carboxamide